Benzyl (S)-4-amino-6-(3,5-bis(trifluoromethyl)phenoxy)-5-oxohexanoate hydrochloride Cl.N[C@@H](CCC(=O)OCC1=CC=CC=C1)C(COC1=CC(=CC(=C1)C(F)(F)F)C(F)(F)F)=O